6-(2-chloro-4-fluorobenzo[d]thiazol-6-yl)-5-methyl-4,5-dihydropyridazin-3(2H)-one ClC=1SC2=C(N1)C(=CC(=C2)C=2C(CC(NN2)=O)C)F